COC1=CC=C(C=C1)C(OC1COCC1)(C1=CC=CC=C1)C1=CC=CC=C1 3-((4-methoxyphenyl)diphenylmethoxy)tetrahydrofuran